COC(=O)[C@@H]1C[C@H](CCC1)OC=1C(=NC(=CC1)C=1N=NN(C1CNC1=NC(=NC(=N1)Cl)C1=CC=CC=C1)C)C (1S,3S)-3-((6-(5-(((4-chloro-6-phenyl-1,3,5-triazin-2-yl)amino)methyl)-1-methyl-1H-1,2,3-triazol-4-yl)-2-methylpyridin-3-yl)oxy)cyclohexanecarboxylic acid methyl ester